3-hydroxy-6-oxo-6H-benzo[c]chromene-8-carboxylic acid OC1=CC=C2C3=C(C(OC2=C1)=O)C=C(C=C3)C(=O)O